7-octynyl alcohol C(CCCCCC#C)O